2-(2,8-dimethylimidazo[1,2-b]pyridazin-6-yl)-6-(piperidin-4-yl)thiazolo[4,5-d]pyridazin-7(6H)-one CC=1N=C2N(N=C(C=C2C)C=2SC3=C(C=NN(C3=O)C3CCNCC3)N2)C1